CC=1C(=C(C=C(C1)C(F)(F)F)O)C=1N=NC(=CC1)N[C@@H]1[C@@H]2CC[C@H](CC1)N2C 3-methyl-2-(6-(((1s,2s,5s)-8-methyl-8-azabicyclo[3.2.1]oct-2-yl)amino)pyridazin-3-yl)-5-(trifluoromethyl)phenol